N(=[N+]=[N-])C(COC)C=1N=C2N(C=C(C=C2N2C(N(C(C2)=O)C)=O)C2CC2)C1 1-(2-(1-azido-2-methoxyethyl)-6-cyclopropylimidazo[1,2-a]pyridin-8-yl)-3-methylimidazolidine-2,4-dione